NC=1C2=C(N=CN1)N(C(=C2C2=CC=C(C=C2)C(=O)N2CCCC2)C2C(C2)N)C (4-(4-amino-6-(2-aminocyclopropyl)-7-methyl-7H-pyrrolo[2,3-d]pyrimidin-5-yl)phenyl)(pyrrolidin-1-yl)methanone